CC1([C@@H]([C@@H]2CCN([C@H]12)C(C=C)=O)OC=1C=2N(C=C(N1)C=1C=NN(C1)C)N=CC2)C 1-((1S,5R,6R)-7,7-dimethyl-6-((6-(1-methyl-1H-pyrazol-4-yl)pyrazolo[1,5-a]pyrazin-4-yl)oxy)-2-azabicyclo[3.2.0]heptan-2-yl)prop-2-en-1-one